2,3,4,5-tetra(3,4-dimethoxyphenyl)-1H-pyrrole COC=1C=C(C=CC1OC)C=1NC(=C(C1C1=CC(=C(C=C1)OC)OC)C1=CC(=C(C=C1)OC)OC)C1=CC(=C(C=C1)OC)OC